ClC=1C=C2C=C(C=NC2=CN1)NC1=NC(=NC=C1)NC1=CC(=C(C=C1)OC1CC(C1)N(C)C)OC 4-(6-chloro-1,7-diaza-3-naphthylamino)-2-{3-methoxy-4-[(1s,3s)-3-(dimethylamino)cyclobutoxy]phenylamino}pyrimidine